C(C)C1=C2C(=NC(=C1)C(=O)N1[C@@H](C3=CC=CC=C3CC1)C)C=C(O2)C2=C(C=C(C=C2)NC(=O)N2C[C@@H](CC2)O)F (R)-N-(4-(7-ethyl-5-((R)-1-methyl-1,2,3,4-tetrahydroisoquinoline-2-carbonyl)furo[3,2-b]pyridin-2-yl)-3-fluorophenyl)-3-hydroxypyrrolidine-1-carboxamide